tert-butyl N-[3-({2-[(4-chloroquinolin-7-yl)oxy]ethyl}amino)propyl]carbamate ClC1=CC=NC2=CC(=CC=C12)OCCNCCCNC(OC(C)(C)C)=O